FC1=C(C(=O)NCC2CCC(CC2)N2N=C3C=C(C=CC3=C2)C2=NC=C(N=C2)N2CCNCC2)C=C(C(=C1F)OCC1=CC=C(C=C1)OC)F 2,3,5-trifluoro-4-[(4-methoxyphenyl)methoxy]-N-{[(1r,4r)-4-{6-[5-(piperazin-1-yl)pyrazin-2-yl]-2H-indazol-2-yl}cyclohexyl]methyl}benzamide